C(#N)C1=CC2=C(N(C(=N2)C2=CC=C(C=C2)C(=O)NC(C(=O)NC2=CC=C(C(=O)NC3=C(C(=C(C(=O)NC4=CC=C(C(=O)O)C=C4)C=C3)O)OC(C)C)C=C2)C(C)([N+](=O)[O-])C)C)C=C1 4-{4-[4-(2-{[4-(5-Cyano-1-methyl-1H-1,3-benzodiazol-2-yl)phenyl]formamido}-3-methyl-3-nitrobutanamido)benzamido]-2-hydroxy-3-(propan-2-yloxy)benzamido}benzoic acid